5-bromo-3-(6-methoxypyridin-3-yl)-1H-pyrazolo[3,4-b]pyridine BrC=1C=C2C(=NC1)NN=C2C=2C=NC(=CC2)OC